C(C)OP(=O)(OCC)CC1=NC2=CC(=CC=C2C=C1)C(=O)O 2-((diethoxyphosphoryl)methyl)quinoline-7-carboxylic Acid